2-nitro-N-(quinolin-6-yl)benzenesulfonamide [N+](=O)([O-])C1=C(C=CC=C1)S(=O)(=O)NC=1C=C2C=CC=NC2=CC1